FC(OC=1C=CC(=NC1)OC1=CC=C(C=C1)C1=NOC(=N1)C[C@@H](CO)NC(OC(C)(C)C)=O)F tert-butyl (S)-(1-(3-(4-((5-(difluoromethoxy)pyridin-2-yl)oxy)phenyl)-1,2,4-oxadiazol-5-yl)-3-hydroxypropan-2-yl)carbamate